N-(2-fluoro-3-(2-((6-(4-methylpiperazin-1-yl)pyridin-3-yl)amino)quinazolin-8-yl)phenyl)acrylamide FC1=C(C=CC=C1C=1C=CC=C2C=NC(=NC12)NC=1C=NC(=CC1)N1CCN(CC1)C)NC(C=C)=O